N-(6-(4,4-difluoropiperidin-1-yl)-5-(2-oxopyrrolidin-1-yl)pyridin-2-yl)-4-iodo-2-(6-azaspiro[2.5]oct-6-yl)benzamide FC1(CCN(CC1)C1=C(C=CC(=N1)NC(C1=C(C=C(C=C1)I)N1CCC2(CC2)CC1)=O)N1C(CCC1)=O)F